(E)-2,4-difluoro-N-(2-methoxy-5-(4-(2-(4-oxopent-2-enoyl)-2,6-diazaspiro[3.4]oct-6-yl)quinazolin-6-yl)pyridin-3-yl)-N-methylbenzenesulfonamide FC1=C(C=CC(=C1)F)S(=O)(=O)N(C)C=1C(=NC=C(C1)C=1C=C2C(=NC=NC2=CC1)N1CC2(CN(C2)C(\C=C\C(C)=O)=O)CC1)OC